(±)-1-(3-(4-chloro-3,5-dimethylphenoxy)propyl)-1,2,3,4-tetrahydroquinoline-3-carboxylic acid ClC1=C(C=C(OCCCN2C[C@@H](CC3=CC=CC=C23)C(=O)O)C=C1C)C |r|